1-(4-amino-2-(3,3,3-trifluoropropyl)-1H-imidazo[4,5-c]quinolin-1-yl)-2-methylpropan-2-ol NC1=NC=2C=CC=CC2C2=C1N=C(N2CC(C)(O)C)CCC(F)(F)F